N,N-bis(4-methoxYbenzyl)-6-methylpyrimidin-2-amine COC1=CC=C(CN(C2=NC(=CC=N2)C)CC2=CC=C(C=C2)OC)C=C1